(3R)-N-(3-[2-[(2R)-2-hydroxy-3-methoxypropoxy]-6-(morpholin-4-yl)pyridin-4-yl]-4-methylphenyl)-3-(2,2,2-trifluoroethyl)pyrrolidine-1-carboxamide O[C@@H](COC1=NC(=CC(=C1)C=1C=C(C=CC1C)NC(=O)N1C[C@H](CC1)CC(F)(F)F)N1CCOCC1)COC